O=C1NC(CCC1C=1C=C(C=NC1)N1CCN(CC1)CC1CCN(CC1)C(=O)OC(C)(C)C)=O tert-butyl 4-((4-(5-(2,6-dioxopiperidin-3-yl)pyridin-3-yl)piperazin-1-yl)methyl)piperidine-1-carboxylate